2-[4-[3-(3-Aminopiperidin-1-yl)-N-methylanilino]phenoxy]pyrido[3,4-d]pyrimidin-4-ol NC1CN(CCC1)C=1C=C(N(C)C2=CC=C(OC=3N=C(C4=C(N3)C=NC=C4)O)C=C2)C=CC1